[3-[(benzyloxycarbonyl-methyl-amino)-methyl]-4-(2-bromo-acetyl)-phenyl]-carbamic acid methyl ester COC(NC1=CC(=C(C=C1)C(CBr)=O)CN(C)C(=O)OCC1=CC=CC=C1)=O